3-chlorobicyclo[1.1.1]pentan-1-amine hydrochloride Cl.ClC12CC(C1)(C2)N